FC1=CC=C(C(=O)[C@H]2C[C@H]([C@@H](CC2)N(C(OC(C)(C)C)=O)C)OC)C=C1 1,1-dimethylethyl N-[(1R,2R,4R)-4-(4-fluorobenzoyl)-2-methoxy-cyclohexyl]-N-methyl-carbamate